O=C(CP([O-])([O-])=O)CC.[Na+].[Na+] disodium (2-oxobutyl)phosphonate